4-amino-3,3-dimethyl-cyclohexanol NC1C(CC(CC1)O)(C)C